FC1=CC=C(C=C1)[C@H](C)OC1=C(N)C=CC(=C1)B1OC(C(O1)(C)C)(C)C 2-[(1S)-1-(4-fluorophenyl)ethoxy]-4-(4,4,5,5-tetramethyl-1,3,2-dioxaborolan-2-yl)aniline